CC1=NOC(=N1)CCC=1C=C2C=NC=NC2=CC1 6-[2-(3-methyl-1,2,4-oxadiazol-5-yl)ethyl]quinazoline